tert-butyl-N-(4-((1,3-dioxan-2-yl)methoxy)-3-chlorophenyl)-6-(piperazin-1-yl)quinazolin-4-amine C(C)(C)(C)C1=NC2=CC=C(C=C2C(=N1)NC1=CC(=C(C=C1)OCC1OCCCO1)Cl)N1CCNCC1